(-)-1-methyl-2-(phenylselanyl)-4-(prop-1-en-2-yl)cyclohexan-1-ol CC1(C(CC(CC1)C(=C)C)[Se]C1=CC=CC=C1)O